N1(CCOCC1)C=1SC2=C(N1)C=C(C=C2)NC(=O)C=2C=CC1=C(CCO1)C2 2,3-dihydro-benzofuran-5-carboxylic acid (2-morpholin-4-yl-benzothiazol-5-yl)-amide